C(C)(C)(C)OC(=O)N1CC(C2(CC1)CC=CCC2)C2=C(C1=C(N=CN=C1N)N2C(F)F)C2=CC=C(C=C2)OC2CC2 (4-amino-5-(4-cyclopropoxyphenyl)-7-(difluoromethyl)-7H-pyrrolo[2,3-d]pyrimidin-6-yl)-3-azaspiro[5.5]undec-8-ene-3-carboxylic acid tert-butyl ester